4-(4-(methylthio)phenyl)-1,2,3-thiadiazole CSC1=CC=C(C=C1)C=1N=NSC1